C(C)(C)(C)OC(=O)N1C(C(CC1)N(C)C1=NC(=NC2=C(C(=C(C=C12)Cl)Br)F)Cl)C tert-butyl-3-[(7-bromo-2,6-dichloro-8-fluoro-quinazolin-4-yl)-methyl-amino]-2-methyl-pyrrolidine-1-carboxylate